6'-bromo-4,4-difluorospiro[cyclohexane-1,3'-indoline]-2'-one BrC1=CC=C2C3(C(NC2=C1)=O)CCC(CC3)(F)F